2-benzyl-N-(4-fluoro-3-methylphenyl)-7-methyl-3-oxo-2,3,3a,4,10,10a-hexahydro-1H,7H-dipyrrolo[3,4-b:3',4'-f][1,4,5]oxathiazocine-8-carboxamide 5,5-dioxide C(C1=CC=CC=C1)N1C(C2NS(C=3C(OCC2C1)=C(N(C3)C)C(=O)NC3=CC(=C(C=C3)F)C)(=O)=O)=O